N1=CC(=CC=C1)CN1C[C@](CC1)(CCC=1SC=CC1)[C@H](C)O (S)-1-((R)-1-(pyridin-3-ylmethyl)-3-(2-(thiophen-2-yl)ethyl)pyrrolidin-3-yl)ethan-1-ol